C(C)(=O)N[C@@H]1CC[C@H](CC1)C(=O)N(C[C@@H]1CC[C@H](CC1)C1=CC(=C(C=C1)OC)C)C1=NC=CC(=C1)C=1C=NN(C1)C(C)C trans-4-Acetamido-N-(4-(Isopropyl-1H-pyrazol-4-yl)pyridin-2-yl)-N-((trans-4-(4-methoxy-3-methylphenyl)cyclohexyl)methyl)cyclohexanecarboxamide